5-ethyl-N-[(6S)-4-methyl-5-oxo-7,8-dihydro-6H-pyrazolo[1,5-a][1,3]diazepin-6-yl]-6,7-dihydro-5H-pyrrolo[1,2-b][1,2,4]triazole-2-carboxamide C(C)C1CCC=2N1N=C(N2)C(=O)N[C@@H]2C(N(C=1N(CC2)N=CC1)C)=O